C1(=CC=CC=C1)C1=NN(C=C1)C=1N=C(C2=C(N1)C=CC(=N2)C2CCOCC2)N2CCOCC2 4-[2-(3-phenylpyrazol-1-yl)-6-tetrahydropyran-4-yl-pyrido[3,2-d]pyrimidin-4-yl]morpholine